O[C@@H](C)[C@H]1CC[C@H]2[C@@H]3C[C@@H]4C5C[C@@](CC[C@@]5(C3CCC12C)CO4)(O)C (3R,6R,8s,10S,12S,14S,17S)-17-((S)-1-hydroxyethyl)-3,13-dimethylhexadecahydro-6,10-(epoxymethano)cyclopenta[a]phenanthren-3-ol